6-(4-(1-isobutyl-3-(3,4,5-trifluorophenyl)-1H-pyrrolo[2,3-b]pyridine-6-carbonyl)-3,3-dimethylpiperazin-1-yl)-2,4-dimethylnicotinic acid C(C(C)C)N1C=C(C=2C1=NC(=CC2)C(=O)N2C(CN(CC2)C2=NC(=C(C(=O)O)C(=C2)C)C)(C)C)C2=CC(=C(C(=C2)F)F)F